2,2'-methylene-bis(4-methyl-6-nonylphenol) C(C1=C(C(=CC(=C1)C)CCCCCCCCC)O)C1=C(C(=CC(=C1)C)CCCCCCCCC)O